TMS-trimethylsilanol [Si](C)(C)(C)O[Si](C)(C)C